1-hydroxy-N4-(6-((2-methylquinolin-4-yl)amino)hexyl)terephthalamide OC1(C(=O)N)CC=C(C(=O)NCCCCCCNC2=CC(=NC3=CC=CC=C23)C)C=C1